FC=1C=C(CC=2C=C3C(=NNC3=CC2)\C=C\C2=CC=NC=C2)C=C(C1)F (E)-5-(3,5-difluorobenzyl)-3-(2-(pyridin-4-yl)vinyl)-1H-indazole